3-(6-chloropyrimidin-4-yl)-5-(difluoromethyl)pyrazolo[1,5-a]pyrimidin-2-amine ClC1=CC(=NC=N1)C=1C(=NN2C1N=C(C=C2)C(F)F)N